ClC=1C=C(C=CC1F)NC1=NC=NC2=CC(=C(C=C12)OCCCN1CCOCC1)OC N-(3-chloro-4-fluorophenyl)-7-methoxy-6-(3-morpholinopropoxy)quinazoline-4-amine